NCC(=O)NCC(=O)N[C@H](C(=O)N)CC1=CC=CC=C1 (S)-2-(2-(2-Aminoacetamido)acetamido)-3-phenylpropionamide